C1(CCC1)C=1N=NSC1CN1CC2(CN(C2)C(=O)N2CC3(C2)NC(CC3)=O)C1 2-[6-[(4-cyclobutylthiadiazol-5-yl)methyl]-2,6-diazaspiro[3.3]heptane-2-carbonyl]-2,5-diazaspiro[3.4]octan-6-one